COC1=C(C(=NN1)C(=O)N)CCC1=CC=CC=C1 methoxy-(phenyl-ethyl)-pyrazolecarboxamide